C(C)(=O)N1CCC2=CC=C(C(=C12)NS(=O)(=O)C1=CC=C(C=C1)C)F N-(1-acetyl-6-fluoroindolin-7-yl)-4-methylbenzenesulfonamide